6-Bromo-1-(ethyl-d5)-7-(methoxy-d3)-1H-indazole BrC1=CC=C2C=NN(C2=C1OC([2H])([2H])[2H])C(C([2H])([2H])[2H])([2H])[2H]